ethenyl-3,5-dimethylpyrazine C(=C)C1=NC=C(N=C1C)C